FC1=C(C=CC(=C1)[N+](=O)[O-])N1CCN(CC1)[C@@H]1CC[C@H](CC1)CNC(OC(C)(C)C)=O trans-tert-butyl (((1r,4r)-4-(4-(2-fluoro-4-nitrophenyl)piperazin-1-yl)cyclohexyl)methyl)carbamate